N(=C=O)CCC=C(C(=O)O)C.C(C(=C)C)(=O)OCCN=C=O isocyanatoethyl methacrylate (2-Isocyanatoethylmethacrylate)